[C@H]1(CC[C@H](CC1)C(=O)O)C(=O)O.C(CO)O ethylene glycol trans-1,4-cyclohexanedicarboxylate